2-(4-((1-(2-(2,6-dioxopiperidin-3-yl)-1,3-dioxoisoindolin-5-yl)azetidin-3-yl)ethynyl)-1H-pyrazol-1-yl)-2-methyl-N-(2-(morpholinomethyl)-4-(trifluoromethyl)phenyl)propanamide O=C1NC(CCC1N1C(C2=CC=C(C=C2C1=O)N1CC(C1)C#CC=1C=NN(C1)C(C(=O)NC1=C(C=C(C=C1)C(F)(F)F)CN1CCOCC1)(C)C)=O)=O